Dimethyl-(3-methoxypropyl)vinylsilane 1-(tert-butylimino)-2,3,3-trimethylbutan-2-olate C(C)(C)(C)N=CC(C(C)(C)C)([O-])C.C[SiH](C=CCCCOC)C